ClC1=CC=C(C=C1)C(CO)NC1=CC=CC=C1 2-(4-chlorophenyl)-2-(N-phenyl)aminoethanol